(1S,3R,4S,5R)-3-((5-chloro-4-(8-fluoro-2-(2-hydroxypropan-2-yl)-3,4-dihydro-5-oxa-1,2a-diazaacenaphthylen-6-yl)pyrimidin-2-yl)amino)-6,8-dioxabicyclo[3.2.1]octan-4-ol ClC=1C(=NC(=NC1)N[C@@H]1C[C@H]2CO[C@@H]([C@H]1O)O2)C2=C1OCCN3C(=NC(C(=C2)F)=C31)C(C)(C)O